1-methyl-2-oxabicyclo[2.1.1]hexane-4-carboxylic acid 1,3-dioxoisoindolin-2-yl ester O=C1N(C(C2=CC=CC=C12)=O)OC(=O)C12COC(C1)(C2)C